C1(CC1)CN1CC2=CC=CC(=C2C1=O)NC(C1=C(C=C(C=C1)NS(=O)(=O)CCO)N1CCC2(CC2)CC1)=O N-(2-(Cyclopropylmethyl)-3-oxoisoindolin-4-yl)-4-((2-hydroxyethyl)sulfonamido)-2-(6-azaspiro[2.5]octane-6-yl)-Benzamide